C12(CC(C1)C2)C2=CC=C(C=C2)N2N=C1CCN(CC3C1=C2CCN3)C(C=C)=O 1-(2-(4-(bicyclo[1.1.1]pentan-1-yl)phenyl)-2,3,4,5,5a,6,8,9-octahydro-7H-1,2,5,7-tetraazabenzo[cd]azulen-7-yl)prop-2-en-1-one